3-hydroxypropanoyl-CoA OCCC(=O)SCCNC(CCNC([C@@H](C(COP(OP(OC[C@@H]1[C@H]([C@H]([C@@H](O1)N1C=NC=2C(N)=NC=NC12)O)OP(=O)(O)O)(=O)O)(=O)O)(C)C)O)=O)=O